(2,4-dimethoxybenzyl)-4-morpholino-6-(3-(m-tolyl)-1H-pyrazol-1-yl)pyridine-2,3-diamine COC1=C(CC=2C(=C(C(=NC2N2N=C(C=C2)C=2C=C(C=CC2)C)N)N)N2CCOCC2)C=CC(=C1)OC